2-benzoylamino-1,4-phenylenediamine C(C1=CC=CC=C1)(=O)NC1=C(C=CC(=C1)N)N